C1CCCSS1 5,6-dithian